9-Ethyl-xanthen C(C)C1C2=CC=CC=C2OC=2C=CC=CC12